4-amino-2,6-dichloro-5-fluoro-nicotinic acid methyl ester COC(C1=C(N=C(C(=C1N)F)Cl)Cl)=O